C(C)(C)(C)OC(=O)N1CCN(CC1)C1=CC(=C(C=C1)OC)F 1-tert-Butyloxycarbonyl-4-(3-fluoro-4-methoxyphenyl)piperazine